C1(CCC2=CC=CC=C12)NC(=O)C1CC2(C1)CC(C2)NC(=O)NCC2=CC=C(C=C2)OC N-(2,3-dihydro-1H-inden-1-yl)-6-(3-(4-methoxybenzyl)ureido)spiro[3.3]heptane-2-carboxamide